t-butylperoxy isoButyrate C(C(C)C)(=O)OOOC(C)(C)C